methyl 5-((2-aminoethyl)carbamoyl)-2-(2-(4-cyanophenyl)butanamido)-4-methylthiophene-3-carboxylate NCCNC(=O)C1=C(C(=C(S1)NC(C(CC)C1=CC=C(C=C1)C#N)=O)C(=O)OC)C